ClC1=C(CNC(=O)N2CCC(CC2)OC2=CC=CC=C2)C=CC(=C1)Cl N-(2,4-Dichlorobenzyl)-4-phenoxypiperidine-1-carboxamide